C(C)(=O)N1[C@H](CCC2=CC(=CC=C12)C1=CC=C(CNC(=O)C=2N(C3=NC(=NC(=C3N2)N2CCOCC2)Cl)C)C=C1)C (S)-N-(4-(1-Acetyl-2-methyl-1,2,3,4-tetrahydroquinolin-6-yl)benzyl)-2-chloro-9-methyl-6-morpholino-9H-purine-8-carboxamide